S1C=CC2=C1N1C(COC2)=NN=C1 4H,6H-thieno[2,3-e][1,2,4]triazolo[3,4-c][1,4]oxazepine